sodium pyrophosphate, sodium salt [Na+].[O-]P([O-])(=O)OP(=O)(O)O.[Na+]